Cl.CN1C[C@H]2[C@@H](CC1)CCN2 (3aR,7aR)-6-methyl-octahydro-1H-pyrrolo[2,3-c]pyridine HCl